N1C[C@H](CCCC1)NC(OC(C)(C)C)=O tert-Butyl (S)-azepan-3-ylcarbamate